6-[3-(5-cyano-2-methoxypyridine-3-sulfonamido)-2,6-difluorophenyl]imidazo[1,5-a]pyridine-1-carboxylic acid C(#N)C=1C=C(C(=NC1)OC)S(=O)(=O)NC=1C(=C(C(=CC1)F)C=1C=CC=2N(C1)C=NC2C(=O)O)F